5-bromo-2-[(6-methylpyridin-2-yl)carbamoyl]benzoic acid BrC=1C=CC(=C(C(=O)O)C1)C(NC1=NC(=CC=C1)C)=O